C(CCCCCCCCCCCCCCCCCCCCCC)Cl tricosanyl chloride